4-tert-butylaniline iodide [I-].C(C)(C)(C)C1=CC=C(N)C=C1